N[C@@H]1C2=CC(=CC=C2CC12CCN(CC2)C=2C=CC(=NC2)C=2C=C(C=C(C2Cl)Cl)O)OC (S)-3-(5-(1-amino-6-methoxy-1,3-dihydrospiro[indene-2,4'-piperidin]-1'-yl)pyridin-2-yl)-4,5-dichlorophenol